(4-(4-amino-7-(oxetan-3-yl)-7H-pyrrolo[2,3-d]pyrimidin-5-yl)phenyl)-2-oxo-1-phenyl-2,4,6,7-tetrahydro-1H-pyrazolo[5,1-c][1,4]oxazine-3-carboxamide NC=1C2=C(N=CN1)N(C=C2C2=CC=C(C=C2)C2OCCN1C2=C(C(N1C1=CC=CC=C1)=O)C(=O)N)C1COC1